Sodium Difluorophosphate P(=O)([O-])(F)F.[Na+]